2-[2-Chloro-4-(4,4,5,5-tetramethyl-1,3,2-dioxaborolan-2-yl)phenoxy]acetonitrile ClC1=C(OCC#N)C=CC(=C1)B1OC(C(O1)(C)C)(C)C